NC1=C(C=C(N=N1)C1=C(C=CC=C1)O)C1=C(C(=CC=C1)CN1CCNCC1)F 2-(6-amino-5-(2-fluoro-3-(piperazin-1-ylmethyl)phenyl)pyridazin-3-yl)phenol